FC=1C=C(C=CC1C)C=1NC(C=2N(C1)N=C(C2)C(=O)O)=O 6-(3-Fluoro-4-methylphenyl)-4-oxo-4,5-dihydropyrazolo[1,5-a]pyrazine-2-carboxylic acid